CC1(CNC(C2=CC=C(C=C12)C1=CNC=2N=C(N=CC21)NCCC(F)(F)F)=O)C 4,4-dimethyl-6-(2-((3,3,3-trifluoropropyl)amino)-7H-pyrrolo[2,3-d]pyrimidin-5-yl)-3,4-dihydroisoquinolin-1(2H)-one